FC1=CC2=C(N=C(S2)NS([O-])(=O)=O)C=C1.[Na+] Sodium N-(6-fluoro-1,3-benzothiazol-2-yl)sulfamate